C(C(C)(C)C)OB(O)C1=CC=C(C=C1)F (4-fluorophenyl)boronic acid neopentyl ester